FC=1C=C2C(=CNC2=CC1)CCN1CCC(CC1)(COC)N(C(C(C)C)=O)C1=CC=CC=C1 N-(1-(2-(5-fluoro-1H-indol-3-yl)ethyl)-4-(methoxymethyl)piperidin-4-yl)-N-phenylisobutyramide